CC1(CCCCC1)OC(=O)C1C2CC(C(C1)C2)OC(=O)C2C1C=CC(C2)C1 5-(5-(1-methylcyclohexyloxycarbonyl)-2-norbornyloxycarbonyl)-bicyclo[2.2.1]Hept-2-ene